N-(5,6-difluoro-1H-indol-3-yl)-1H-1,2,3-triazole-4-carboxamide FC=1C=C2C(=CNC2=CC1F)NC(=O)C=1N=NNC1